(3S,4S)-1-(6-(4-chlorophenyl)-2-(pyridin-3-yl)pyrimidin-4-yl)pyrrolidine-3,4-diol ClC1=CC=C(C=C1)C1=CC(=NC(=N1)C=1C=NC=CC1)N1C[C@@H]([C@H](C1)O)O